FC1=NC=C(C=C1NC(=O)C=1C=C2C(=NC1)NC(=C2)C=2C=NN(C2)C)NC(CN2C[C@H](CC2)OC)=O (S)-N-(2-fluoro-5-(2-(3-methoxypyrrolidin-1-yl)acetamido)pyridin-3-yl)-2-(1-methyl-1H-pyrazol-4-yl)-1H-pyrrolo[2,3-b]pyridine-5-carboxamide